tert-butyl 2-(4-(2-chloro-3-(5-formyl-6-methoxypyridin-2-yl) phenyl)-2,3-dihydro-1H-indole-1-carbonyl)-1-methyl-1,4,6,7-tetrahydro-5H-imidazo[4,5-c]pyridine-5-carboxylate ClC1=C(C=CC=C1C1=NC(=C(C=C1)C=O)OC)C1=C2CCN(C2=CC=C1)C(=O)C=1N(C2=C(CN(CC2)C(=O)OC(C)(C)C)N1)C